4-(azepan-1-yl)-7-(8-ethyl-1-naphthyl)-8-fluoro-2-methylsulfonyl-pyrido[4,3-d]pyrimidine N1(CCCCCC1)C=1C2=C(N=C(N1)S(=O)(=O)C)C(=C(N=C2)C2=CC=CC1=CC=CC(=C21)CC)F